(S)-3-(1-(tert-butoxycarbonyl)-2-methylpyrrolidin-2-yl)propiolic acid C(C)(C)(C)OC(=O)N1[C@](CCC1)(C)C#CC(=O)O